ClC=1C=CC(=C(C1)C1=CC=C(C=C1)C[C@H](C(=O)O)NC(CCN1C(=CC2=CC=CC=C12)C)=O)O (R)-3-(5'-chloro-2'-hydroxy-[1,1'-biphenyl]-4-yl)-2-(3-(2-methyl-1H-indol-1-yl)propanamido)propionic acid